N1C=CC=2C1=NC=CC2[C@@H](C)OC=2C=C1C(=NNC1=CC2)C=2C=CC(=NC2)N2CC1(C2)CCN(CC1)C(CC(F)(F)F)=O (R)-1-(2-(5-(5-(1-(1H-pyrrolo[2,3-b]pyridin-4-yl)ethoxy)-1H-indazol-3-yl)pyridin-2-yl)-2,7-diazaspiro[3.5]nonan-7-yl)-3,3,3-trifluoropropan-1-one